N-(4'-((2-(1,1-difluoroethyl)-6-methylpyrimidin-4-yl)amino)-5-methoxy-[2,3'-bipyridin]-6'-yl)acetamide FC(C)(F)C1=NC(=CC(=N1)NC1=C(C=NC(=C1)NC(C)=O)C1=NC=C(C=C1)OC)C